ClC[C@@]1(COC2=C(N=C(C=C21)[C@](C(F)(F)F)(CNC(=O)C=2C=C1C=C(C(=NC1=C(C2)OC)C)C)O)C2=CC=C(C=C2)F)C(=O)N (S)-3-(chloromethyl)-7-(4-fluorophenyl)-5-((S)-1,1,1-trifluoro-2-hydroxy-3-(8-methoxy-2,3-dimethylquinoline-6-carboxamido)propan-2-yl)-2,3-dihydrofuro[2,3-c]pyridine-3-carboxamide